CC(C(=O)OC(C)(C)C)(C)C=1C=NC(=NC1)C Tert-butyl 2-methyl-2-(2-methylpyrimidin-5-yl)propanoate